Allyl-para-cresol C(C=C)C1=CC(=CC=C1O)C